C1=NC=C(C2=CC=CC=C12)N1C(NC2=CC(=CC=C2C1=O)B1OC(C(O1)(C)C)(C)C)=O 3-(4-isoquinolyl)-7-(4,4,5,5-tetramethyl-1,3,2-dioxaborolan-2-yl)-1H-quinazoline-2,4-dione